COC(=O)[C@H]1N(CC(C1)C(C1=C(C=C(C=C1)Br)C(F)(F)F)=O)C(=O)OC(C)(C)C (2S)-4-[4-bromo-2-(trifluoromethyl)benzoyl]pyrrolidine-1,2-dicarboxylic acid 1-tert-butyl ester 2-methyl ester